C(#N)C=1C=C(C(=O)NCCCCCCC(=O)NO)C=CC1NC(=O)NC12C[C@]3(C[C@](CC(C1)C3)(C2)C)C 3-cyano-4-(3-((1r,3r,5s,7r)-3,5-dimethyladamantan-1-yl)ureido)-N-(7-(hydroxyamino)-7-oxoheptyl)benzamide